CC1=CC=C(C=C1)S(=O)(=O)N1CCNCC1 4-p-toluenesulfonyl-piperazine